BrCC(=O)N[C@H](C(=O)N1[C@@H](C[C@H](C1)O)C(=O)NCC1=CC=C(C=C1)C1=C(N=CS1)C)C(C)(C)C (2S,4R)-1-[(2S)-2-[(2-bromoacetyl)amino]-3,3-dimethyl-butanoyl]-4-hydroxy-N-[[4-(4-methylthiazol-5-yl)phenyl]methyl]pyrrolidine-2-carboxamide